FC(C(=O)O)(F)F.N[C@H](C(=O)OC)CC1=CC=C(C=2N1C=CN2)C=2C(N(C1=CC=C(C=C1C2)F)C)=O methyl (S)-2-amino-3-(8-(6-fluoro-1-methyl-2-oxo-1,2-dihydroquinolin-3-yl)imidazo[1,2-a]pyridin-5-yl)propanoate trifluoroacetate